4-[[(1S,2S,4S)-2-[bis(trideuteriomethyl)amino]-4-[3-(trifluoromethyl)phenyl]-cyclohexyl]amino]-5-chloro-N-[(2,4-dimethoxyphenyl)methyl]-2-fluoro-N-pyrimidin-4-yl-benzene-sulfonamide [2H]C([2H])([2H])N([C@@H]1[C@H](CC[C@@H](C1)C1=CC(=CC=C1)C(F)(F)F)NC1=CC(=C(C=C1Cl)S(=O)(=O)N(C1=NC=NC=C1)CC1=C(C=C(C=C1)OC)OC)F)C([2H])([2H])[2H]